ClC1=C(NC2=C(C=C(C(=C12)C1=CC=CC2=C1CCCN(C2)C(C=C)=O)F)C(=O)N)C (S)-3-chloro-5-fluoro-2-methyl-4-(2-prop-2-enoyl-1,3,4,5-tetrahydro-2-benzazepin-6-yl)-1H-indole-7-carboxamide